(S)-3-(3-(6-(2-((5-chloro-1-methyl-1H-pyrazol-4-yl)amino)pyrimidin-4-yl)pyridin-2-yl)-1H-pyrazol-5-yl)-3-hydroxy-1-methylpyrrolidin-2-one ClC1=C(C=NN1C)NC1=NC=CC(=N1)C1=CC=CC(=N1)C1=NNC(=C1)[C@@]1(C(N(CC1)C)=O)O